C(C)(C)(C)C1=CC(=NO1)NC(NC1=CC=C2/C(/C(NC2=C1)=O)=C/C1=C(C(=C(N1)C)NC(CCNC1CCCC1)=O)C)=O (Z)-N-(5-((6-(3-(5-(tert-butyl)isoxazol-3-yl)ureido)-2-oxindol-3-ylidene)methyl)-2,4-dimethyl-1H-pyrrol-3-yl)-3-(cyclopentylamino)propanamide